N-ethyl-6,7-dichloro-quinoxalinone C(C)N1C(C=NC2=CC(=C(C=C12)Cl)Cl)=O